3-{[1-(5-chloro-3-fluoropyridin-2-yl)ethyl]oxy}-5-[5',6'-dihydrospiro[pyrrolidine-3,4'-pyrrolo[1,2-b]pyrazol]-2'-yl]pyridin-2-amine-hydrochloride salt Cl.ClC=1C=C(C(=NC1)C(C)OC=1C(=NC=C(C1)C=1C=C2N(N1)CCC21CNCC1)N)F